[Cu].C(C)(C)(C)C=1C=C(C=C(C1)C(C)(C)C)C=1C2=CC=C(N2)C(=C2C=CC(C(=C3C=CC(=CC=4C=CC1N4)N3)C3=CC(=CC(=C3)C(C)(C)C)C(C)(C)C)=N2)C2=CC=CC=C2 5,15-bis-(3,5-di-tert-butylphenyl)-20-phenylporphyrin copper